(1r,2'S,4S)-4-(3-chloroanilino)-2'-{(2R)-2-methyl-3-[(7-methyl-5,6,7,8-tetrahydroquinolin-4-yl)oxy]propyl}-2',3'-dihydrospiro[cyclohexane-1,1'-indene]-4-carboxylic acid ClC=1C=C(NC2(CCC3([C@H](CC4=CC=CC=C34)C[C@H](COC3=CC=NC=4CC(CCC34)C)C)CC2)C(=O)O)C=CC1